6,10-dimethylundecane-5,9-dien-2-one CC(=CCCC(C)=O)CCC=C(C)C